(2S,4R)-1-[(2S)-2-(4-cyclopropyltriazol-1-yl)-3,3-dimethyl-butanoyl]-4-hydroxy-N-[(2S,4R)-2-phenylchroman-4-yl]pyrrolidine-2-carboxamide C1(CC1)C=1N=NN(C1)[C@H](C(=O)N1[C@@H](C[C@H](C1)O)C(=O)N[C@@H]1C[C@H](OC2=CC=CC=C12)C1=CC=CC=C1)C(C)(C)C